1,4-Bis(2-hydroxyethoxy)-benzol OCCOC1=CC=C(C=C1)OCCO